3-((S)-3-((S)-sec-butyl)-2-oxo-1,2,3,5-tetrahydro-4H-pyrido[3,4-e][1,4]diazepin-4-yl)-4-(3-hydroxyazetidin-1-yl)cyclobut-3-ene-1,2-dione [C@H](C)(CC)[C@@H]1N(CC2=C(NC1=O)C=NC=C2)C=2C(C(C2N2CC(C2)O)=O)=O